1-(5-(ethyl-(tetrahydro-2H-pyran-4-yl)amino)-4-methyl-4'-(morpholinomethyl)-(1,1'-biphenyl)-3-yl)-1H-pyrrole-2,5-dione C(C)N(C=1C(=C(C=C(C1)C1=CC=C(C=C1)CN1CCOCC1)N1C(C=CC1=O)=O)C)C1CCOCC1